(3-bromopropyl)(trityl)sulfane BrCCCSC(C1=CC=CC=C1)(C1=CC=CC=C1)C1=CC=CC=C1